N,N'-(2,2,6,6-tetra-methylpiperidyl)-hexamethylenediamine CC1(N(C(CCC1)(C)C)NCCCCCCN)C